Cl.Cl.C12CN(CC(CC1)N2)CC2=C(N=C1N2C=CC=C1)C1=CC=C(C=C1)C(C)C 3-(3,8-diazabicyclo[3.2.1]oct-3-ylmethyl)-2-(4-isopropylphenyl)imidazo[1,2-a]pyridine dihydrochloride